NC1=NC(=C(C(=C1C#N)C1=CC=C(C=C1)OC1COC1)C#N)OCC1COCCC1 2-amino-4-(4-(oxetan-3-yloxy)phenyl)-6-((tetrahydro-2H-pyran-3-yl)methoxy)pyridine-3,5-dicarbonitrile